ClC=1C=C(C=NC1)C1=NC(=C2N=CN(C2=N1)[C@H]1[C@@H]([C@@H]([C@H](O1)C(=O)NC([2H])([2H])[2H])O)O)NCCC1=CC=NC=C1 (2S,3S,4R,5R)-5-(2-(5-chloropyridin-3-yl)-6-((2-(pyridin-4-yl)ethyl)amino)-9H-purine-9-yl)-3,4-dihydroxy-N-(methyl-d3)-tetrahydrofuran-2-carboxamide